C1N(CCC2=CC=CC=C12)C1CN(CC1O)C(=O)O.COC1=CC=C(C=C1)N1C=NC2=C1C=CC(=C2)C(=O)N2CCCCC2 (1-(4-methoxyphenyl)-1H-benzo[d]imidazol-5-yl)(piperidin-1-yl)methanone 3-(3,4-dihydroisoquinolin-2(1H)-yl)-4-hydroxypyrrolidine-1-carboxylate